C(=C)C1=CC=C(C=C1)[Si](O[Si](C)(C)C)(O[Si](C)(C)C)O[Si](C)(C)C 3-(4-ethenylphenyl)1,1,1,5,5,5-hexamethyl-3-[(trimethylsilyl)oxy]trisiloxane